C(C)(=O)C1=NN(C=2C1=NC(=CC2C)C=2C=NC(=NC2)C)CC(=O)N2[C@@H]1C[C@@]1(C[C@H]2C(=O)NC2=NC(=CC=C2C)Br)C (1R,3S,5R)-2-(2-(3-acetyl-7-methyl-5-(2-methylpyrimidin-5-yl)-1H-pyrazolo[4,3-b]pyridin-1-yl)acetyl)-N-(6-bromo-3-methylpyridin-2-yl)-5-methyl-2-azabicyclo[3.1.0]hexane-3-carboxamide